2-(4-((2-acrylamidothiazol-5-yl)methyl)piperazin-1-yl)acrylamide C(C=C)(=O)NC=1SC(=CN1)CN1CCN(CC1)C(C(=O)N)=C